N1=CC(=CC=C1)N[C@@H](C)C(=O)O L-3-pyridyl-alanine